C1(=CC=CC=C1)C#CC(=O)C1=CC=C(C=C1)Cl 3-phenyl-1-(p-chlorophenyl)prop-2-yn-1-one